O=C1N(C(C2=CC(=CC=C12)C(=O)O)=O)C=1C=C2CCC2=CC1 2,3-dihydro-1,3-dioxo-2-(bicyclo[4.2.0]octa-1,3,5-triene-3-yl)-1H-isoindole-5-carboxylic acid